(2S,3R)-2-(tert-butoxycarbonylamino)-3-(cyclopropoxy)butanoic acid C(C)(C)(C)OC(=O)N[C@H](C(=O)O)[C@@H](C)OC1CC1